C(CCCCCCCCCCC)C(C(=S)OCC(CCCC)CC)C 2-ethylhexyl (laurylthiopropionate)